O=C1N(C(C=C1)=O)CCC(NCCOCCOCCOCCOCCOCCOCCOCCOCCC(N[C@H](C(N[C@H](C(=O)N)C)=O)C(C)C)=O)=O (2S,5S)-37-(2,5-dioxo-2,5-dihydro-1H-pyrrol-1-yl)-5-isopropyl-2-methyl-4,7,35-trioxo-10,13,16,19,22,25,28,31-octaoxa-3,6,34-triazaheptatriacontanamide